4-(2-(2-Aminopyridin-3-yl)-3-(4-(chloromethyl)phenyl)-3H-imidazo[4,5-b]pyridin-5-yl)-1-methylpyridin-2(1H)-one NC1=NC=CC=C1C1=NC=2C(=NC(=CC2)C2=CC(N(C=C2)C)=O)N1C1=CC=C(C=C1)CCl